tri(2-ethylhexyl) isocitrate C(C(O)C(C(=O)OCC(CCCC)CC)CC(=O)OCC(CCCC)CC)(=O)OCC(CCCC)CC